7-chloro-3-(6-methyl-5-(pyrrolidin-3-yloxy)pyridin-2-yl)-1H-indazole ClC=1C=CC=C2C(=NNC12)C1=NC(=C(C=C1)OC1CNCC1)C